C(C)(C)N1C2=C(OCC1)C=CC(=C2)C=2N=C(NC2C2=CC(=NC=C2)C)N 4-(4-Isopropyl-3,4-dihydro-2H-benzo[b][1,4]oxazin-6-yl)-5-(2-methylpyridin-4-yl)-1H-imidazol-2-amine